NC1=NC(=CC(=N1)N1[C@@H](COCCC1)C=1C=C(NCCO)C=CC1Cl)C 2-[3-[(3R)-4-(2-amino-6-methyl-pyrimidin-4-yl)-1,4-oxazepan-3-yl]-4-chloro-anilino]ethanol